[N-](S(=O)(=O)C(F)(F)F)S(=O)(=O)C(F)(F)F.C(CCC)[P+](CCCCCC)(CCCC)CCCC tributyl-hexyl-phosphonium bis(trifluoromethanesulfonyl)imide salt